OCC1OCCCNC1=O (hydroxymethyl)-1,4-oxazepan-3-one